C(C)(C)(C)O[C@H]([C@H](N)C(=O)O)C O-t-butyl-allothreonine